COC1=C(C=CC(=N1)S(=O)(=O)N(C)C)NC1=NNC2=CC(=CC=C12)[C@@H]1C[C@@]12C(NC1=CC=C(C=C21)OC)=O 6-methoxy-5-({6-[(1r,2s)-5'-methoxy-2'-oxo-1',2'-dihydrospiro[cyclopropan-1,3'-indol]-2-yl]-1H-indazol-3-yl}amino)-N,N-dimethylpyridine-2-sulfonamide